CC(C)[C@@H](C)C=C[C@@H](C)[C@H]1CCC2=C3C=CC4CCCC[C@]4(C)[C@H]3CC[C@]12C ergosta-6,8(14),22-triene